FC1=C(C(=O)NC2=CC=C(C=C2)CNC(=N)N)C=CC(=C1)C(=O)NC1=CC=C(C=C1)CNC(=N)N 2-fluoro-N1,N4-bis(4-(guanidinomethyl)phenyl)terephthalamide